2-(1,4-diazepan-1-yl)acetamide N1(CCNCCC1)CC(=O)N